sorbitol bismuth salt [Bi].OC[C@H](O)[C@@H](O)[C@H](O)[C@H](O)CO